5-amino-2-(β-D-galactopyranosyloxy)benzoic acid NC=1C=CC(=C(C(=O)O)C1)O[C@H]1[C@H](O)[C@@H](O)[C@@H](O)[C@H](O1)CO